1-Methyl-2,6-diisocyanato-cyclohexan CC1C(CCCC1N=C=O)N=C=O